tricosyl oleate C(CCCCCCC\C=C/CCCCCCCC)(=O)OCCCCCCCCCCCCCCCCCCCCCCC